N-(2-amino-2-methylpropyl)-6-(3,6-dimethyl-1H-indol-2-yl)pyrazine-2-carboxamide NC(CNC(=O)C1=NC(=CN=C1)C=1NC2=CC(=CC=C2C1C)C)(C)C